C(#N)\C=C(/O[Na])\C [(Z)-2-cyano-1-methyl-vinyloxy]sodium